(4bR,7aS)-2-Chloro-3-hydroxy-7,7-dimethyl-11-oxo-4b,5,6,7,7a,11-hexahydrocyclopenta[f]pyrido[1,2-h][1,7]naphthyridine-10-carboxylic acid ClC1=NC=2C=3N([C@H]4[C@@H](C2C=C1O)CCC4(C)C)C=C(C(C3)=O)C(=O)O